4-amino-7-chloro-N-((3R)-4-fluoro-6-(trifluoromethyl)-2,3-dihydro-1-benzofuran-3-yl)-N-methyl-1,3-dihydrofuro[3,4-c]quinoline-8-carboxamide NC1=NC=2C=C(C(=CC2C2=C1COC2)C(=O)N(C)[C@H]2COC1=C2C(=CC(=C1)C(F)(F)F)F)Cl